C(CCCC)NCCCC 4-Pentylaminobutan